3-methoxy-N-((4-methoxyphenyl)(methyl)(oxo)-lambda6-sulfanylidene)-4-(5-(trifluoromethyl)-1,2,4-oxadiazol-3-yl)benzamide COC=1C=C(C(=O)N=S(=O)(C)C2=CC=C(C=C2)OC)C=CC1C1=NOC(=N1)C(F)(F)F